ClC1=C(C=C(NC=2C(=NC=CN2)C2=NOC(N2)=O)C=C1)C(F)(F)F 3-[3-[4-chloro-3-(trifluoromethyl)anilino]pyrazin-2-yl]-4H-1,2,4-oxadiazol-5-one